Galactose 6-sulphate S(=O)(=O)(O)OC[C@H]([C@@H]([C@@H]([C@H](C=O)O)O)O)O